OC(C)C=1C(=NC(=CC1)N1C=NC2=C1C=NC(=C2)NC=2N=NC(=CC2)C)N2N=C(C=C2C)C#N 1-[3-(1-hydroxyethyl)-6-[6-[(6-methylpyridazin-3-yl)amino]imidazo[4,5-c]pyridin-3-yl]-2-pyridyl]-5-methyl-pyrazole-3-carbonitrile